(2R,3S,4S,5R)-4-azido-5-(6-chloro-4-(((S)-1-(2-fluorophenyl)ethyl)amino)-1H-pyrazolo[3,4-b]pyridin-1-yl)-2-(hydroxymethyl)tetrahydrofuran-3-ol N(=[N+]=[N-])[C@H]1[C@@H]([C@H](O[C@H]1N1N=CC=2C1=NC(=CC2N[C@@H](C)C2=C(C=CC=C2)F)Cl)CO)O